N4,N4,N4'',N4''-tetra([1,1'-biphenyl]-4-yl)-[1,1':4',1''-terphenyl]-4,4''-diamine C1(=CC=C(C=C1)N(C1=CC=C(C=C1)C1=CC=C(C=C1)C1=CC=C(C=C1)N(C1=CC=C(C=C1)C1=CC=CC=C1)C1=CC=C(C=C1)C1=CC=CC=C1)C1=CC=C(C=C1)C1=CC=CC=C1)C1=CC=CC=C1